3β-methoxypregn-5-en-20-one CO[C@@H]1CC2=CC[C@H]3[C@@H]4CC[C@H](C(C)=O)[C@]4(CC[C@@H]3[C@]2(CC1)C)C